O1CCOC12CCCCC2 1,4-DiOxaspiro[4.5]decane